1-(6-amino-7-fluoro-3,4-dihydroisoquinolin-2(1H)-yl)-2,2,2-trifluoroethan-1-one NC=1C=C2CCN(CC2=CC1F)C(C(F)(F)F)=O